CN1N=CC=2CNC3=C(OC21)C=CC=C3 1-Methyl-4,5-dihydro-1H-benzo[b]pyrazolo-[4,3-f][1,4]oxazepine